1-((4-((2-hydroxyethyl)(methyl)amino)pyrimidin-2-yl)methyl)-4-(1-(4-(trifluoromethyl)phenyl)-1H-pyrazolo[3,4-b]pyrazin-3-yl)pyridin-2(1H)-one OCCN(C1=NC(=NC=C1)CN1C(C=C(C=C1)C1=NN(C2=NC=CN=C21)C2=CC=C(C=C2)C(F)(F)F)=O)C